C1(=CC=CC=C1)C1(COC1)N 3-phenyloxetan-3-amine